ClC=1C=CC=2N(N1)C(=CN2)C#N 6-chloroimidazo[1,2-b]Pyridazine-3-carbonitrile